(isoindolin-2-yl)-N-(3-methoxyphenyl)-3-methyl-7-(1H-pyrazol-4-yl)pyrazolo[1,5-a]pyrimidine-2-carboxamide C1N(CC2=CC=CC=C12)C1=NC=2N(C(=C1)C=1C=NNC1)N=C(C2C)C(=O)NC2=CC(=CC=C2)OC